6-(4-chlorophenyl)-N-(1-(cyclopropylaminomethylthio)-4-(hydroxymethyl)piperidin-4-yl)-2-(1-methyl-1H-pyrazol-4-yl)-3-oxo-2,3-dihydropyridazine-4-carboxamide ClC1=CC=C(C=C1)C=1C=C(C(N(N1)C=1C=NN(C1)C)=O)C(=O)NC1(CCN(CC1)SCNC1CC1)CO